COC(=O)C12CC(C1)(C2)C2=NC=CC(=N2)C(F)(F)F 3-(4-(trifluoromethyl)pyrimidin-2-yl)bicyclo[1.1.1]Pentane-1-carboxylic acid methyl ester